NC=1N=C(SC1C(=O)C1=CC(=NO1)C(=O)NCC(F)(F)F)N(C1=CC=C(C=C1)F)[C@@H](C(=O)N)C |r| rac-5-[4-amino-2-(N-(2-amino-1-methyl-2-oxo-ethyl)-4-fluoro-anilino)thiazole-5-carbonyl]-N-(2,2,2-trifluoroethyl)isoxazole-3-carboxamide